4-(4-(trifluoromethyl)phenyl)but-3-en-2-one FC(C1=CC=C(C=C1)C=CC(C)=O)(F)F